3-(N-(benzo[d][1,3]dioxol-5-yl)sulfamoyl)-N-(4-fluorophenyl)benzamide O1COC2=C1C=CC(=C2)NS(=O)(=O)C=2C=C(C(=O)NC1=CC=C(C=C1)F)C=CC2